COC=1C=C(C=C(C1)OC)C#CC=1N=C(N2C1C(=NC=C2)N)[C@H]2CN(CC2)C(C#CC)=O (R)-1-((3,5-dimethoxyphenyl)ethynyl)-3-(1-but-2-ynoylpyrrolidin-3-yl)imidazo[1,5-a]pyrazin-8-amine